1-amino-2-(3-hydroxy-2,6-dimethylphenyl)-4-methyl-7-(pyrimidin-4-yl)-2,8-dihydro-9H-2,3,5,8-tetraazabenzo[cd]azulene-9-one NC=1N(C2=C3C(C=C(NC(C13)=O)C1=NC=NC=C1)=NC(=N2)C)C2=C(C(=CC=C2C)O)C